3-(chloromethyl)-5-[(4-chlorophenyl)methyl]pyridine hydrochloride Cl.ClCC=1C=NC=C(C1)CC1=CC=C(C=C1)Cl